S(=O)(=O)(O)O.NCC1OC(C(C(C1O)O)O)OC1C(C(C(CC1N)N)OC1OC(C(C(C1O)N)O)CO)O 2-(aminomethyl)-6-[4,6-diamino-3-[4-amino-3,5-dihydroxy-6-(hydroxymethyl)oxan-2-yl]oxy-2-hydroxycyclohexyl]-oxyoxane-3,4,5-triol sulfate